C(C)(C)(C)OC(=O)N1CC=2C(=NN=C(C2C1)C1=C(C=C(C=C1)C(F)(F)F)O)N[C@H]1CN(CCC1)CC(=O)O (R)-2-(3-((6-(tert-butoxycarbonyl)-4-(2-hydroxy-4-(trifluoromethyl)phenyl)-6,7-dihydro-5H-pyrrolo[3,4-d]pyridazin-1-yl)amino)piperidin-1-yl)acetic acid